3-((2-Ethylhexyl)oxy)-5-(undecyloxy)benzyl 4-(4-(2-hydroxyethyl)piperazin-1-yl)butanoate OCCN1CCN(CC1)CCCC(=O)OCC1=CC(=CC(=C1)OCCCCCCCCCCC)OCC(CCCC)CC